NC1=C(C=C(C=N1)C=1C=NC(=CC1)C(=O)N1CCN(CC1)C)OC(C)C1=C(C(=CC=C1F)F)Cl {6'-amino-5'-[1-(2-chloro-3,6-difluoro-phenyl)-ethoxy]-[3,3']bipyridinyl-6-yl}-(4-methyl-piperazin-1-yl)-methanone